ClCC1=C(C(=NC=C1)C=1C(=C2[C@H](N(C(C2=CC1)=O)[C@H]1C(NC(CC1)=O)=O)C)F)F (R)-3-((R)-5-(4-(chloromethyl)-3-fluoropyridin-2-yl)-4-fluoro-3-methyl-1-oxoisoindolin-2-yl)piperidine-2,6-dione